tert-butyl 3,4-difluorobenzoate FC=1C=C(C(=O)OC(C)(C)C)C=CC1F